tert-butyl ((7-(1-(((5-(2,6-difluorophenyl)pyridin-2-yl)methyl)(5,6,7,8-tetrahydroquinolin-8-yl)carbamoyl)cyclopropyl)-4-oxo-3,4-dihydrophthalazin-1-yl)methyl)carbamate FC1=C(C(=CC=C1)F)C=1C=CC(=NC1)CN(C(=O)C1(CC1)C1=CC=C2C(NN=C(C2=C1)CNC(OC(C)(C)C)=O)=O)C1CCCC=2C=CC=NC12